C(CC=1OCC(N1)(C)C)C=1OCC(N1)(C)C 2,2'-ethylene-bis(4,4'-dimethyl-2-oxazoline)